C1(=CC=C(C=C1)[B-](C1=CC=C(C=C1)C)(C1=CC=C(C=C1)C)C1=CC=C(C=C1)C)C.C[NH+](C)C Trimethylammonium tetra(p-tolyl)borat